2,2,2-Trifluoroethyl 2-(4-ethoxyphenyl)thiazole-4-carboxylate C(C)OC1=CC=C(C=C1)C=1SC=C(N1)C(=O)OCC(F)(F)F